(S)-(4-(7-(2-(2-hydroxypropan-2-yl)pyridin-4-yl)furo[3,2-b]pyridin-2-yl)phenyl)(2-methylmorpholino)methanone OC(C)(C)C1=NC=CC(=C1)C1=C2C(=NC=C1)C=C(O2)C2=CC=C(C=C2)C(=O)N2C[C@@H](OCC2)C